3-(4-(3-(Pyridin-4-yl)pyrrolidin-1-yl)pyrimidin-2-yl)-6-(trifluoromethyl)imidazo[1,2-a]pyrazine N1=CC=C(C=C1)C1CN(CC1)C1=NC(=NC=C1)C1=CN=C2N1C=C(N=C2)C(F)(F)F